F\C(=C/CNC(O)=O)\CS(=O)(=O)C=1C=CC=C2C=CC=NC12.NC1=CC=C(C=C1)C1=C(C(=O)N)C=CC(=C1)C(=O)N (4'-aminophenyl)terephthalamide (Z)-(3-fluoro-4-(quinolin-8-ylsulfonyl)but-2-en-1-yl)carbamate